3-[7-Fluoro-3-methyl-2-oxo-4-(4-piperidyl)benzimidazol-1-yl]piperidine-2,6-dione FC1=CC=C(C2=C1N(C(N2C)=O)C2C(NC(CC2)=O)=O)C2CCNCC2